tert-butyl 7-azabicyclo[2.2.1]heptane-7-carboxylate C12CCC(CC1)N2C(=O)OC(C)(C)C